(2R,3R)-3-amino-7-(5-tert-butyl-1,3,4-oxadiazol-2-yl)-5-[(4-chlorophenyl)methyl]-8-fluoro-2-methyl-1,1-dioxo-2,3-dihydro-1lambda6,5-benzothiazepin-4-one N[C@H]1[C@H](S(C2=C(N(C1=O)CC1=CC=C(C=C1)Cl)C=C(C(=C2)F)C=2OC(=NN2)C(C)(C)C)(=O)=O)C